3-methoxyphenyl-acetylene COC=1C=C(C=CC1)C#C